FC(C=1N=C2C=CC=CC2=C2C=CC=CC12)F 6-difluoromethyl-phenanthridine